tris(propan-2-yl)silane fluoride [F-].CC(C)[SiH](C(C)C)C(C)C